COC(=O)C=1C(N(C2=CC(=CC=C2C1N)C(F)(F)F)C1CCCCC1)=O 4-Amino-1-cyclohexyl-2-oxo-7-(trifluoromethyl)-1,2-dihydroquinoline-3-carboxylic acid methyl ester